2,3-dimercaptobutylamine SC(CN)C(C)S